ClC1=C(NC(=C1Cl)C)C(=O)NC1=C(C=C(C=C1)N1N=NNC1=O)N1CCN(CC1)C1=CC=CC=C1 3,4-dichloro-5-methyl-N-(4-(5-oxo-4,5-dihydro-1H-tetrazol-1-yl)-2-(4-phenylpiperazin-1-yl)phenyl)-1H-pyrrole-2-carboxamide